(3R)-1-butyl-2,5-dioxo-3-((1R)-1-hydroxy-1-cyclohexylmethyl)-9-(4-(4-methylaminocarbonylphenoxy)butyl)-1,4,9-triazaspiro[5.5]undecane C(CCC)N1C([C@H](NC(C12CCN(CC2)CCCCOC2=CC=C(C=C2)C(=O)NC)=O)[C@@H](C2CCCCC2)O)=O